C1=CC=CC=2C3=CC=CC=C3C(C12)COC(=O)N[C@H](C(=O)N1[C@@H](CCC1)C(=O)O)CCCCNC(=O)OC(C)(C)C (2S)-1-[(2S)-2-(9H-fluoren-9-ylmethoxycarbonylamino)-6-[(2-methylpropan-2-yl)oxycarbonylamino]hexanoyl]pyrrolidine-2-carboxylic acid